N-(2-((1R,4R)-4-(2-hydroxypropan-2-yl)cyclohexyl)-6-morpholino-1-oxoisoindolin-5-yl)pyrazolo[1,5-a]pyrimidine-3-carboxamide OC(C)(C)C1CCC(CC1)N1C(C2=CC(=C(C=C2C1)NC(=O)C=1C=NN2C1N=CC=C2)N2CCOCC2)=O